methyl 3-hydroxy-2-methylene-5-phenyl-4-pentenoate OC(C(C(=O)OC)=C)C=CC1=CC=CC=C1